CC1=C(C(=C(C1([Hf]C=1C(C2=CC(=C(C=C2C1)C)C)C(C)CC)C)C)C)C Pentamethylcyclopentadienyl-(1-sec-butyl-5,6-dimethylindenyl)hafnium